COC1=C(C=C(C=C1C)C)C1=CC=CC=C1 methoxy-3,5-dimethyl-1,1'-biphenyl